N-(4-(2-2H-1,2,3-triazolyl)butyl)-3-(5-(4-chlorophenyl)-3-ethyl-1-1H-1,2,4-triazolyl)benzamide N=1N(N=CC1)CCCCNC(C1=CC(=CC=C1)N1N=C(N=C1C1=CC=C(C=C1)Cl)CC)=O